ClC=1C=C2C(=CC1)NC(C21CCN(CC1)CCOC=1C=C2N=CC(N(C2=CC1)C1CC(C1)(C)O)=O)=O 5-chloro-1'-[2-({2-oxo-1-[(cis)-3-hydroxy-3-methylcyclobutyl]-1,2-dihydroquinoxalin-6-yl}oxy)ethyl]-1,2-dihydrospiro[indole-3,4'-piperidin]-2-one